1,3-diphenyl-1,3-propylene glycol C1(=CC=CC=C1)C(CC(C1=CC=CC=C1)O)O